(3R,5'S)-6-bromo-1'-(N-methyl-N-(4,6,7-trifluoro-1H-indole-2-Carbonyl-3,5-d2)-L-leucyl)-2-oxospiro[indoline-3,3'-pyrrolidine]-5'-carboxamide BrC1=CC=C2C(=C1)NC([C@@]21CN([C@@H](C1)C(=O)N)C([C@@H](N(C(=O)C=1NC2=C(C(=C(C(=C2C1[2H])F)[2H])F)F)C)CC(C)C)=O)=O